(2S)-2-[4-bromo-2-(1,1-difluoroethyl)phenoxy]propionic acid BrC1=CC(=C(O[C@H](C(=O)O)C)C=C1)C(C)(F)F